(2,4-bis[2-hydroxy-4-butoxyphenyl])-6-(2,4-dibutoxyphenyl)-1,3,5-triazine OC1=C(C=CC(=C1)OCCCC)C1=NC(=NC(=N1)C1=C(C=C(C=C1)OCCCC)O)C1=C(C=C(C=C1)OCCCC)OCCCC